ClC=1C(=C(C=CC1F)NC(=O)[C@H]1N([C@@H]2CC[C@H]1C2)C2=NC(=CC(=C2)C(F)(F)F)C)F (1R,3S,4S)-N-(3-chloro-2,4-difluorophenyl)-2-(6-methyl-4-(trifluoromethyl)pyridin-2-yl)-2-azabicyclo[2.2.1]heptane-3-carboxamide